(E)-4-(3,5-Dimethoxybenzoyl)benzene COC=1C=C(C(=O)C2=CC=CC=C2)C=C(C1)OC